niobium oxalate acetate C(C)(=O)[O-].C(C(=O)[O-])(=O)[O-].[Nb+3]